C1C(CC2=CC=CC=C12)NC1=NC=C(C=N1)N1CCN(CC1)CC(=O)C1=CC2=C(NC(O2)=O)C=C1 6-[2-(4-{2-[(2,3-dihydro-1H-inden-2-yl)amino]pyrimidin-5-yl}piperazin-1-yl)acetyl]-2,3-dihydro-1,3-benzoxazol-2-one